12-chloro-18,20-difluoro-13-methoxy-4-methyl-15,15-dioxo-8-oxa-3,15λ6-dithia-5,16-diazatetracyclo[15.3.1.110,14.02,6]docosa-1(20),2(6),4,10,12,14(22),17(21),18-octaen-9-one ClC=1C=C2C(OCC=3N=C(SC3C3=C(C=C(C(NS(C(C1OC)=C2)(=O)=O)=C3)F)F)C)=O